N1(CCC1)C(=O)C1(C=C(N=C(N1)N1CCOCC1)C1=CC(=CC=C1)C1=NN(C=C1)C)NC1=CC=NC=C1 azetidin-1-yl[4-[3-(1-methylpyrazol-3-yl)phenyl]-2-morpholino-6-(4-pyridylamino)pyrimidin-6-yl]methanone